(S or R)-1-((3-(2-(5-fluoro-thiophen-2-yl)ethyl)-1-(2-(6-methylpyridin-3-yl)propan-2-yl)pyrrolidin-3-yl)methyl)urea FC1=CC=C(S1)CC[C@@]1(CN(CC1)C(C)(C)C=1C=NC(=CC1)C)CNC(=O)N |o1:8|